N-hexadecyl-N-(2-hydroxyethyl)-N,N-dimethylammonium bromide [Br-].C(CCCCCCCCCCCCCCC)[N+](C)(C)CCO